(7Z)-7,9-decadien-1-ol C(CCCCC\C=C/C=C)O